3-methyl-5-(5-(3,4,5-trichlorophenyl)-5-(trifluoromethyl)-4,5-dihydroisoxazol-3-yl)pyridinecarbonitrile CC=1C(=NC=C(C1)C1=NOC(C1)(C(F)(F)F)C1=CC(=C(C(=C1)Cl)Cl)Cl)C#N